[Cr].[V].[Al] aluminum vanadium-chromium